N2-methyl-1-(2-methylpropyl)-1H-imidazo[4,5-c]quinoline-2,4-diamine CNC=1N(C2=C(C(=NC=3C=CC=CC23)N)N1)CC(C)C